sodium phenylene oxide C=12C(=CC=CC1)O2.[Na]